N-(7-(3-(difluoromethoxy)-1-methyl-1H-pyrazol-4-yl)-5-((1-methylpiperidin-4-yl)oxy)quinazolin-4-yl)benzo[d]thiazol-6-amine FC(OC1=NN(C=C1C1=CC(=C2C(=NC=NC2=C1)NC1=CC2=C(N=CS2)C=C1)OC1CCN(CC1)C)C)F